3-(3-(cyclohexylsulfonyl)azetidin-1-yl)-2-(1H-pyrrol-1-yl)benzoic acid methyl ester COC(C1=C(C(=CC=C1)N1CC(C1)S(=O)(=O)C1CCCCC1)N1C=CC=C1)=O